(Z)-2-(5-Fluoro-1-(4-(phenoxymethyl)benzylidene)-2-propyl-1H-inden-3-yl)-acetic acid FC=1C=C2C(=C(/C(/C2=CC1)=C/C1=CC=C(C=C1)COC1=CC=CC=C1)CCC)CC(=O)O